[1,1'-biphenyl]-2-yl(3-(7-methyl-4-(methylamino)-5,6,7,8-tetrahydropyrido[3,4-d]pyrimidin-2-yl)pyrrolidin-1-yl)methanone C1(=C(C=CC=C1)C(=O)N1CC(CC1)C=1N=C(C2=C(N1)CN(CC2)C)NC)C2=CC=CC=C2